C(C)(C)(C)C=1SC2=C(N1)C(CC1(CCN(CC1)C(=O)C=1C=C3C(=CC=NC3=C(C1)C)OC)C2)=O 2-(tert-butyl)-1'-(4-methoxy-8-methylquinoline-6-carbonyl)-5H-spiro[benzo[d]thiazol-6,4'-piperidin]-4(7H)-one